C(C)OC(C(C1=CC=C2C(N(CN(C2=C1)C1=C(C=C(C=C1)F)C)C=1C(=NC(=CC1)OC)C)=O)(F)F)=O 2,2-difluoro-2-(1-(4-fluoro-2-methylphenyl)-3-(6-methoxy-2-methylpyridin-3-yl)-4-oxo-1,2,3,4-tetrahydroquinazolin-7-yl)acetic acid ethyl ester